1-ethynyl-2-isopropyl-4-methoxybenzene C(#C)C1=C(C=C(C=C1)OC)C(C)C